N-(2,3-dioleyloxy-propyl)-N,N,N-trimethylammonium chloride [Cl-].C(CCCCCCC\C=C/CCCCCCCC)OC(C[N+](C)(C)C)COCCCCCCCC\C=C/CCCCCCCC